N-hydroxybicyclo[1.1.1]pentane-1-carboximidamide ONC(=N)C12CC(C1)C2